4-[(cyclobutylmethyl)amino]-2-[(1-methyl-1H-pyrazol-4-yl)amino]pyrimidine-5-carboxamide C1(CCC1)CNC1=NC(=NC=C1C(=O)N)NC=1C=NN(C1)C